5-(3-cyano-2-pyridyl)-N-(6,8-dichloro-2,7-naphthyridin-3-yl)-5-azaspiro[2.3]Hexane-2-carboxamide C(#N)C=1C(=NC=CC1)N1CC2(C(C2)C(=O)NC=2N=CC3=C(N=C(C=C3C2)Cl)Cl)C1